N1CNCCC1 3-azapiperidin